C=1N=CN2C1C1=CC=CC=C1[C@@H]2[C@H]2[C@@H](COCC2)O (3S,4S)-4-((S)-5H-Imidazo[5,1-a]isoindol-5-yl)-tetrahydro-2H-pyran-3-ol